CNC(C1=C(C=CC=C1)SSC1=C(C(=O)NC)C=CC=C1)=O 2,2'-dithiobis-[N-methylbenzamide]